S(=O)(=O)([O-])S(=O)[O-].[NH4+].C(C)(C)(C)C1=NN2C(N(C3=C(C2=O)CN(C3=O)C(C)C)CC(=O)NC3=NC=C(C=C3)F)=C1.[NH4+] 2-[2-tert-butyl-5,8-dioxo-6-(propan-2-yl)-5,6,7,8-tetrahydro-4H-pyrazolo[1,5-a]pyrrolo[3,4-d]pyrimidin-4-yl]-N-(5-fluoropyridin-2-yl)acetamide Ammonium metabisulfit